1-isopropyl-5-(3-methoxypyridazin-4-yl)-3-methyl-N-[(1-methylpyrazol-4-yl)methyl]pyrazolo[4,3-b]pyridin-7-amine C(C)(C)N1N=C(C2=NC(=CC(=C21)NCC=2C=NN(C2)C)C2=C(N=NC=C2)OC)C